1,2-dichloro-1-fluoroethene ClC(=CCl)F